FC=1C=C(C=CC1)C#CC=1C=C2CCC(C2=CC1)N1C[C@H](CC1)C(=O)O (3S)-1-(5-((3-fluorophenyl)ethynyl)-2,3-dihydro-1H-inden-1-yl)-pyrrolidine-3-carboxylic acid